COCCN1C=CC2=C(C=CC=C12)[N+](=O)[O-] 1-(2-methoxyethyl)-4-nitro-1H-indole